N1=CN=C(C2=C1NC=C2)C=2C=C1CCCC(C1=CC2)NC(OC(C)(C)C)=O tert-butyl (6-(7H-pyrrolo[2,3-d]pyrimidin-4-yl)-1,2,3,4-tetrahydronaphthalen-1-yl)carbamate